F.C(C)(=O)NC1CC(CCC1)N1N=CC(=C1C(=O)NC1=NC=C(C=C1C)C#CC1=CC=CC=C1)Cl 1-(3-acetamidocyclohexyl)-4-chloro-N-(3-methyl-5-(phenylethynyl)pyridin-2-yl)-1H-pyrazole-5-carboxamide hydrofluoride